5-chloro-7-((4-cyano-2-fluorobenzyl)oxy-3,4-dihydroisoquinolin-2(1H)-yl)methyl-1-((oxetan-2-yl)methyl)-1H-benzo[d]imidazole-6-carboxylic acid ClC1=CC2=C(N(C=N2)CC2OCC2)C(=C1C(=O)O)CN1C(C2=CC=CC=C2CC1)OCC1=C(C=C(C=C1)C#N)F